FC=1C(=CC(=NC1)OC)C1=CC(=NN1)C(=O)N1C2(CC2)C[C@H](CC1)C(=O)N[C@@H]1CC(N(CC1)CCF)(C)C (S)-4-(5-(5-fluoro-2-methoxypyridin-4-yl)-1H-pyrazole-3-carbonyl)-N-((S)-1-(2-fluoroethyl)-2,2-dimethylpiperidin-4-yl)-4-azaspiro[2.5]octane-7-carboxamide